ethoxy-5-[(2R)-2-ethyl-4-[trans-3-(trifluoromethyl)cyclobutanecarbonyl]piperazin-1-yl]-N-[(3R)-pyrrolidin-3-yl]-[2,3'-bipyridine]-6-carboxamide C(C)OC=1C(=NC(=C(C1)N1[C@@H](CN(CC1)C(=O)[C@@H]1C[C@H](C1)C(F)(F)F)CC)C(=O)N[C@H]1CNCC1)C=1C=NC=CC1